NC1CCC=2C=C(N=CC2C1)N1CCN(CC1)C(=O)OC(C)(C)C tert-Butyl 4-(7-amino-5,6,7,8-tetrahydroisoquinolin-3-yl)piperazine-1-carboxylate